diethyl methylphthalate CC1=C(C(C(=O)OCC)=CC=C1)C(=O)OCC